C(C)(C)(C)C1=NN(C(=C1)NC1=NC(=CC=C1)C1=CN=C2N1C=CC(=C2)C2=CC=C(C=C2)S(=O)(=O)C)C2=CC=C(C=C2)C N-(3-(tert-butyl)-1-(p-tolyl)-1H-pyrazol-5-yl)-6-(7-(4-(methylsulfonyl)phenyl)imidazo[1,2-a]pyridin-3-yl)pyridin-2-amine